FC1(CC1)C(=O)N[C@@H](C(=O)N1C(CC(C1)O)C(=O)N)C(C)(C)C 1-((R)-2-(1-fluorocyclopropane-1-carboxamido)-3,3-dimethylbutanoyl)-4-hydroxypyrrolidine-2-carboxamide